ClC=1N=C(N(C1C1=CC=C(C=C1)C)S(=O)(=O)N(C)C)C#N 4-chloro-2-cyano-N,N-dimethyl-5-(4-methylphenyl)-1H-imidazole-1-sulphonamide